C(\C=C\CCCCC)(=O)OC methyl (E)-2-octenoate